CC(C(=C=O)C)[Si](OCC)(OCC)OCC methyl-(triethoxysilyl)dimethyl-ketene